N-(2-(4-Cyanothiazolidin-3-yl)-2-oxoethyl)-6-(2,2-difluoroethoxy)quinoline-4-carboxamide C(#N)C1N(CSC1)C(CNC(=O)C1=CC=NC2=CC=C(C=C12)OCC(F)F)=O